C(C)(C)(C)OC(=O)N1C(CCC1)C=1N=NN(C1)[C@@H](C(C)(C)C)C(=O)N1[C@H](C[C@@H](C1)O)C(NC)=O 2-[1-[(1S)-1-[(2r,4S)-4-hydroxy-2-(methylcarbamoyl)pyrrolidine-1-carbonyl]-2,2-dimethyl-propyl]triazol-4-yl]pyrrolidine-1-carboxylic acid tert-butyl ester